NC1=C(C=C(C(=C1)Cl)Cl)O amino(4,5-dichloro-2-hydroxybenzene)